C(C)(C)(C)OC(=O)N[C@@H](CC1=CC=C(C=C1)CCCCCC(=O)OC(C)(C)C)C(N1CCCCC1)=O tert-butyl (S)-6-(4-(2-((tert-butoxycarbonyl)amino)-3-oxo-3-(piperidin-1-yl)propyl)phenyl)hexanoate